C(C)(C)(C)C1CC(C1)=NO 3-tert-butylcyclobutanone oxime